OC1CCS(CC1)(=O)=O 4-hydroxytetrahydro-2H-thiopyrane 1,1-dioxide